1-tert-butyl-3-quinolin-3-ylthiourea C(C)(C)(C)NC(=S)NC=1C=NC2=CC=CC=C2C1